C(C)S(=O)(=O)C1=CC=C(CC2=C(C(=O)N)C=CC(=N2)N2[C@@H](CC(C2)C2=CC=C(C=C2)C(F)(F)F)COCCF)C=C1 (4-(ethylsulfonyl)benzyl)-6-((2S)-2-((2-fluoroethoxy)methyl)-4-(4-(trifluoromethyl)phenyl)pyrrolidin-1-yl)nicotinamide